(4-((2-amino-6-oxo-1,6-dihydro-9H-purin-9-yl)methyl)phenyl)boronic acid NC=1NC(C=2N=CN(C2N1)CC1=CC=C(C=C1)B(O)O)=O